N-(3-(3,4-dihydroisoquinolin-2(1H)-yl)-2-hydroxypropyl)-1,2,3,4-tetrahydroisoquinoline-7-carboxamide C1N(CCC2=CC=CC=C12)CC(CNC(=O)C1=CC=C2CCNCC2=C1)O